CN(C)CCCN(CCCN)CCCN(C)C N,N-bis(dimethylaminopropyl)-N-(3-aminopropyl)amine